benzodioxadiazepine O1ONN=CC2=C1C=CC=C2